The molecule is tetraanion of methanofuran arising from deprotonation of all five carboxy groups and protonation of the amino group; major species at pH 7.3. It is a conjugate base of a methanofuran. C1=CC(=CC=C1CCNC(=O)CC[C@@H](C(=O)[O-])NC(=O)CC[C@@H](C(=O)[O-])NC(=O)CC[C@@H]([C@@H](CCC(=O)[O-])C(=O)[O-])C(=O)[O-])OCC2=COC(=C2)C[NH3+]